3-methyl-1-phenyl-2-pyrazolin-5-one heminaphthalenedisulfonate C=1(C(=CC=C2C=CC=CC12)S(=O)(=O)O)S(=O)(=O)O.CC1=NN(C(C1)=O)C1=CC=CC=C1.CC1=NN(C(C1)=O)C1=CC=CC=C1